ClC1=CC=C(C=C1)C1=NC2=C(N1C(C(=O)NC1CCCCC1)C1CCOCC1)C=CC(=C2)F 2-[2-(4-chloro-phenyl)-5-fluoro-benzoimidazol-1-yl]-N-cyclohexyl-2-(tetrahydro-pyran-4-yl)-acetamide